8-fluoro-2,6-dimethyl-4H-1,4-benzoxazin-3-one FC1=CC(=CC=2NC(C(OC21)C)=O)C